6-[(7S)-2-[3-(4-{3-[(3R)-Oxolan-3-yloxy]pyridin-2-yl}phenyl)-1H-pyrazolo[3,4-b]pyridin-5-yl]-6,7,8,9-tetrahydro-5H-benzo[7]annulen-7-yl]-3-oxa-6-azabicyclo[3.1.1]heptane O1C[C@@H](CC1)OC=1C(=NC=CC1)C1=CC=C(C=C1)C1=NNC2=NC=C(C=C21)C=2C=CC1=C(CC[C@H](CC1)N1C3COCC1C3)C2